indole-5-carboxamide N1C=CC2=CC(=CC=C12)C(=O)N